C(CC)(=O)OC1=CC=C(C=C1)C (4-cresol) propionate